C1(CC1)C1=C2C(=C(N=C1)OC)N(C=C2)S(=O)(=O)C2=CC=C(C=C2)C 4-cyclopropyl-7-methoxy-1-(4-methylphenyl)sulfonylpyrrolo[2,3-c]pyridine